OC1CN(CCC1)CC(CNC(=O)C1=CC2=C(S1)CCCCCC2)(C)C N-[3-(3-hydroxypiperidin-1-yl)-2,2-dimethylpropyl]-4,5,6,7,8,9-hexahydrocycloocta[b]thiophene-2-carboxamide